BrC1(C(=CC2=CN(NC2=C1)C(C(=O)O)C1=C(C=CC(=C1)F)OCOC)F)C1=CC=C(C=C1)C1CCN(CC1)C 6-bromo-(5-fluoro-2-(methoxymethoxy)phenyl)-2-(5-fluoro-6-(4-(1-methylpiperidin-4-yl)phenyl)-2H-indazol-2-yl)acetic acid